C(C1=CC=CC=C1)OC=1C(C(=CN2C1C(N1[C@H]([C@H](C[C@@H]([C@H]2C1)OC)O)C)=O)C(=O)NCC1=C(C=C(C=C1F)F)F)=O (3S,4S,6S,7R)-12-(benzyloxy)-4-hydroxy-6-methoxy-3-methyl-1,11-dioxo-N-(2,4,6-trifluorobenzyl)-1,4,5,6,7,11-hexahydro-3H-2,7-methanopyrido[1,2-a][1,4]diazonine-10-carboxamide